NCC1CC(C1)OC1=CC=C(C=C1)NC(=O)NCC=1C=C2CN(C(C2=CC1)=O)C1C(NC(CC1)=O)=O 1-(4-((1r,3r)-3-(aminomethyl)cyclobutoxy)phenyl)-3-((2-(2,6-dioxopiperidin-3-yl)-1-oxoisoindolin-5-yl)methyl)urea